ClC=1C=C(C=CC1N)NC1=NC=CC=C1 3-Chloro-N1-(pyridin-2-yl)benzene-1,4-diamine